C1(CC1)C1=NC=NC(=C1C=1N=CC2=C(N(C=3N(C2C)C=NN3)CC3=CC=C(C=C3)C=3N(C=C(N3)C(F)(F)F)C)N1)OC 8-(4-cyclopropyl-6-methoxypyrimidin-5-yl)-5-methyl-10-(4-(1-methyl-4-(trifluoromethyl)-1H-imidazol-2-yl)benzyl)-5,10-dihydropyrimido[4,5-d][1,2,4]triazolo[4,3-a]pyrimidine